N[C@@H](CN1C(C=2C=C3C(=NC2CC1)N(C(=N3)C3=CC=1C(=NC(=CC1)C(C)(C)O)N3CC3CC3)C)=O)CF (S)-7-(2-amino-3-fluoropropyl)-2-(1-(cyclopropylmethyl)-6-(2-hydroxypropan-2-yl)-1H-pyrrolo[2,3-b]pyridin-2-yl)-3-methyl-3,5,6,7-tetrahydro-8H-imidazo[4,5-b][1,6]naphthyridin-8-one